3-(pyrimidin-2-ylsulfanyl)isonicotinonitrile N1=C(N=CC=C1)SC1=C(C#N)C=CN=C1